sodium 3-amino-4-methylthiophene-2-carboxylate NC1=C(SC=C1C)C(=O)[O-].[Na+]